1-prop-2-enoyl-piperazin C(C=C)(=O)N1CCNCC1